C1(=CC=CC=C1)N(C(=O)N1CC(NCC1)C(=O)O)C1=CC=CC=C1 4-(diphenylcarbamoyl)piperazine-2-carboxylic acid